n-Butyl-triethoxysilane C(CCC)[Si](OCC)(OCC)OCC